CN1N=C(C(=N1)NC1=CC=C2C(=N1)C(=CS2)C2=CC=NC=C2)C N-(2,5-dimethyl-2H-1,2,3-triazol-4-yl)-3-(pyridin-4-yl)thieno[3,2-b]pyridin-5-amine